tert-Butyl 4-(2-((6-((2-amino-2-oxo-1-phenylethyl)thio)-3,5-dicyano-4-ethylpyridin-2-yl)(methyl)amino)ethyl)piperazine-1-carboxylate NC(C(C1=CC=CC=C1)SC1=C(C(=C(C(=N1)N(CCN1CCN(CC1)C(=O)OC(C)(C)C)C)C#N)CC)C#N)=O